N-[[6-[(4-Methyl-2-pyridyl)amino]-2-pyridyl]sulfonyl]-2-(2,2,4-trimethylpyrrolidin-1-yl)pyridin-3-carboxamid CC1=CC(=NC=C1)NC1=CC=CC(=N1)S(=O)(=O)NC(=O)C=1C(=NC=CC1)N1C(CC(C1)C)(C)C